3-(2-((diethoxyphosphoryl)oxy)phenyl)-3-methylbutanethioic S-acid C(C)OP(=O)(OCC)OC1=C(C=CC=C1)C(CC(S)=O)(C)C